N1C=C(C2=CC=CC=C12)C1=NN=C(O1)C=CC(=O)NC1CCCC2=CC=CC=C12 3-(5-(1H-indol-3-yl)-1,3,4-oxadiazol-2-yl)-N-(1,2,3,4-tetrahydronaphthalen-1-yl)propenamide